N-((1R,3s,5S)-9-benzyl-9-azabicyclo[3.3.1]nonan-3-yl)-2,2,2-trifluoro-N-methylacetamide C(C1=CC=CC=C1)N1[C@H]2CC(C[C@@H]1CCC2)N(C(C(F)(F)F)=O)C